ClC=1C=C(C=CC1C1=CN=CO1)NC(=O)C1COC2=CC=CC=C2C1 N-(3-chloro-4-(1,3-oxazol-5-yl)phenyl)chroman-3-carboxamide